FC(OC1=CC=CC=2C3=C(NC12)CCN(C3)C(=O)[C@H]3[C@@H](CCCC3)C(=O)NC3COCC3=O)(F)F (1r,2r)-2-(6-(trifluoromethoxy)-2,3,4,5-tetrahydro-1H-pyrido[4,3-b]indole-2-carbonyl)-N-(4-oxotetrahydrofuran-3-yl)-cyclohexane-1-carboxamide